C(C)(C)(C)OC(=O)N1CC[C@H](C1)O (2S,4R)-1-(tert-butoxycarbonyl)-4-hydroxypyrrolidine